2-(3,5-dimethoxybenzyl)-2H-Indazole-6-carboxylic acid hydroxyamide ONC(=O)C=1C=CC2=CN(N=C2C1)CC1=CC(=CC(=C1)OC)OC